C(#N)C1=C(N(N=C1C1=C(C=C(C=C1)CC(=O)NC1=CC(=NO1)C1CC(C1)(C)C)F)C(C)C)NC(OC(C)(C)C)=O tert-Butyl N-[4-cyano-5-[4-[2-[[3-(3,3-dimethylcyclobutyl) isoxazol-5-yl] amino]-2-oxo-ethyl]-2-fluoro-phenyl]-2-isopropyl-pyrazol-3-yl]carbamate